C(C)OS(=O)(=O)CC[C@@H](C)NC(=O)OC(C)(C)C (R)-2-((tert-Butoxycarbonyl)amino)propylmethanesulfonic acid ethyl ester